1-[4-(tert-butyl)benzyl]-N1-(naphthalen-1-ylmethyl)octane-1,8-diamine C(C)(C)(C)C1=CC=C(CC(CCCCCCCN)NCC2=CC=CC3=CC=CC=C23)C=C1